C(C=C)C=1O[C@@H]([C@]([C@@](C1)(O)OCC1=CC=CC=C1)(O)OCC1=CC=CC=C1)C(O)OCC1=CC=CC=C1 1-allyl-3,4,6-tribenzyloxy-D-glucal